5-amino-8-(2,6-dimethyl-4-pyridinyl)-7-phenyl-2-(3-piperidinyl)-[1,2,4]triazolo[4,3-c]pyrimidin-3-one NC1=NC(=C(C=2N1C(N(N2)C2CNCCC2)=O)C2=CC(=NC(=C2)C)C)C2=CC=CC=C2